COC1=CC=CC2=C1NC(=N2)NC=2OC(=NN2)C2CCN(CC2)C N-(7-methoxy-1H-benzo[d]imidazol-2-yl)-5-(1-methylpiperidin-4-yl)-1,3,4-oxadiazol-2-amine